1-[4-[[3-(9H-Carbazole-4-yloxy)-2-hydroxypropyl]amino]phenyl]-3-(4-chlorophenyl)-2-propene-1-one C1=CC=C(C=2C3=CC=CC=C3NC12)OCC(CNC1=CC=C(C=C1)C(C=CC1=CC=C(C=C1)Cl)=O)O